Ethyl (2Z)-3-(3,3-difluorocyclobutyl)-3-{[(trifluoromethyl)sulfonyl]oxy}acrylate FC1(CC(C1)/C(=C/C(=O)OCC)/OS(=O)(=O)C(F)(F)F)F